C1=CN2C(C=CC3=CC=CC1=C23)=O 4H-pyrrolo[3,2,1-ij]quinoline-4-one